N-[(2S)-1-Hydroxypropan-2-yl]-2-(6-methoxypyridin-3-yl)-6-[4-(trifluoromethoxy)phenyl]pyrimidin OC[C@H](C)N1C(N=CC=C1C1=CC=C(C=C1)OC(F)(F)F)C=1C=NC(=CC1)OC